(R)-3-(pyrrolidin-2-ylmethyl)-1H-indol-2,4,5,6,7-d5 N1[C@H](CCC1)CC1=C(NC2=C(C(=C(C(=C12)[2H])[2H])[2H])[2H])[2H]